2-(7-((2-Butyl-4-oxo-1,3-diazaspiro[4.4]nona-1-en-3-yl)methyl)-1,3-dihydroisobenzofuran-4-yl)-N-(4-chloro-5-methylisoxazol-3-yl)benzenesulfonamide C(CCC)C1=NC2(C(N1CC=1C=CC(=C3COCC13)C1=C(C=CC=C1)S(=O)(=O)NC1=NOC(=C1Cl)C)=O)CCCC2